5-(4-bromo-3-(methoxymethoxy)phenyl)-7-ethyl-2-methyl-2H-pyrazolo[4,3-B]pyridine BrC1=C(C=C(C=C1)C=1C=C(C=2C(N1)=CN(N2)C)CC)OCOC